(R)-(8-(5-bromo-3-(hydroxymethyl)-6-methylpyrazin-2-yl)-8-azaspiro[4.5]Decan-1-yl)carbamic acid tert-butyl ester C(C)(C)(C)OC(N[C@@H]1CCCC12CCN(CC2)C2=NC(=C(N=C2CO)Br)C)=O